1,3,5-tris[4-(3-methylphenyl)phenyl]benzene CC=1C=C(C=CC1)C1=CC=C(C=C1)C1=CC(=CC(=C1)C1=CC=C(C=C1)C1=CC(=CC=C1)C)C1=CC=C(C=C1)C1=CC(=CC=C1)C